N1=C(NC2=C1C=CC=C2)B(O)O BENZIMIDAZOLE-2-BORONIC ACID